COC(=O)C1C(C[C@@]2(CC(C3=CC=CC=C23)(C(F)(F)F)O)CC1)=O (1S)-3'-hydroxy-3-oxo-3'-(trifluoromethyl)-2',3'-dihydrospiro[cyclohexane-1,1'-indene]-4-carboxylic acid methyl ester